2-(ethanesulfonyloxy)ethanesulfonic acid 2-propynyl ester C(C#C)OS(=O)(=O)CCOS(=O)(=O)CC